S1C=NC=C1C(=O)N1CC2(CNC2)[C@@H](C1)C(=O)OC Methyl (S)-6-(thiazole-5-carbonyl)-2,6-diazaspiro[3.4]octane-8-carboxylate